ClC=1C(=C2C=NNC2=C(C1F)CSC)C=1C=CC=2N(C1)C=C(N2)NC(=O)C2C(C2)F N-(6-(5-chloro-6-fluoro-7-((methylthio)methyl)-1H-indazol-4-yl)imidazo[1,2-a]pyridin-2-yl)-2-fluorocyclopropane-1-carboxamide